1,2-bis(6-amino-2-naphthoyl)ethane tert-butyl-4-[2-[[8-oxo-8-(4-pentylnonoxy)octyl]-(6-oxo-6-undecoxy-hexyl)amino]ethyl]piperazine-1-carboxylate C(C)(C)(C)OC(=O)N1CCN(CC1)CCN(CCCCCC(OCCCCCCCCCCC)=O)CCCCCCCC(OCCCC(CCCCC)CCCCC)=O.NC=1C=C2C=CC(=CC2=CC1)C(=O)CCC(=O)C1=CC2=CC=C(C=C2C=C1)N